C(C)(C)(C)C1CCC=2C(=C(C(=C(C12)OC(C1=C(C(=C(C=C1C)O)C)C)=O)C)C)C(=O)O.SNC=1NC(C=2NC=NC2N1)=O (sulfanyl)guanine tert-butyl-7-((4-hydroxy-2,3,6-trimethylbenzoyl)oxy)-5,6-dimethyl-2,3-dihydro-1H-indene-4-carboxylate